C(C)(=O)N1\C(\C(C2=CC=CC=C12)=O)=C/C1=NC2=CC=C(C=C2C(=C1)C1CN(CCC1)C(C)=O)C(=O)N1CCOCC1 (Z)-1-acetyl-2-((4-(1-acetylpiperidin-3-yl)-6-(morpholine-4-carbonyl)quinolin-2-yl)methylene)-indolin-3-one